3-(3-((5-(difluoromethyl)-2-((2-ethyl-4-(piperazin-1-yl)phenyl)amino)pyrimidin-4-yl)amino)propyl)-1,3-oxazinan-2-one FC(C=1C(=NC(=NC1)NC1=C(C=C(C=C1)N1CCNCC1)CC)NCCCN1C(OCCC1)=O)F